[Si](C)(C)(C(C)(C)C)OC1=CC(=C(C=C1)N=C(N)C1=C(C=2N(N=C1)C=C(C2)C=2C=NC(=CC2)OC)NC2[C@@H](C(CCC2)NS(=O)C(C)(C)C)C)CC N'-(4-((tert-butyldimethylsilyl)oxy)-2-ethylphenyl)-4-(((2S)-3-((tert-butylsulfinyl)amino)-2-methylcyclohexyl)amino)-6-(6-methoxypyridin-3-yl)pyrrolo[1,2-b]pyridazine-3-carboximidamide